COC1=C(C(=CC=C1)OC)S(=O)(=O)NC1=NOC2=C1CC1(C3=CC=CC=C32)CC1 2,6-dimethoxy-N-(4'H-spiro[cyclopropane-1,5'-naphtho[2,1-d]isoxazol]-3'-yl)benzenesulfonamide